COC=1C=C2C(=NC=NC2=CC1OC)C1=CC=C(C=C1)CP(O)(O)=O ((4-(6,7-dimethoxyquinazolin-4-yl)phenyl)methyl)phosphonic acid